O1C(=CC=C1)N[C@@H]([C@H](O)C)C(=O)O furyl-threonine